(Z)-7-Pentacosene CCCCCC\C=C/CCCCCCCCCCCCCCCCC